indolelactic acid (indolacetate) N1C(=CC2=CC=CC=C12)CC(=O)O.N1C(=CC2=CC=CC=C12)CC(C(=O)O)O